tert-Butyl 4-[[2-[4-(2-tert-butoxy-4-pyridyl)-2-(methoxymethoxy)phenyl]thiazolo[5,4-d]thiazol-5-yl]-methyl-amino]piperidine-1-carboxylate C(C)(C)(C)OC1=NC=CC(=C1)C1=CC(=C(C=C1)C=1SC=2N=C(SC2N1)N(C1CCN(CC1)C(=O)OC(C)(C)C)C)OCOC